CN1[C@@H](CN(CC1)C(C)C)CN1CCN(CCC1)C1=CC=CC(=N1)C(=O)NC1=CC=NC=C1 6-(4-{[(2R)-1-Methyl-4-(propan-2-yl)piperazin-2-yl]methyl}-1,4-diazepan-1-yl)-N-(pyridin-4-yl)pyridine-2-carboxamide